C(C)(C)[Si](C(C)C)(C(C)C)C#CC1=CC=C(C(=O)OC(C)(C)C)C=C1 tert-butyl 4-((triisopropylsilyl)ethynyl)benzoate